N1CC(=CC(=C1)C(=O)[O-])C(=O)[O-] dihydropyridine-3,5-dicarboxylate